N1C=CC2=CC(=CC=C12)NC1=CC(OC1)=O 4-(1H-indol-5-yl)aminofuran-2(5H)-one